4-BUTOXYPHENYLBORONIC ACID C(CCC)OC1=CC=C(C=C1)B(O)O